ClC1=C(C=C(OCC(=O)NC23CC(C2)(C3)NC(=O)C=3OC2=C(C(C3)=O)C=C(C=C2)C(C)C)C=C1)F N-{3-[2-(4-chloro-3-fluorophenoxy)acetamido]bicyclo[1.1.1]pentan-1-yl}-4-oxo-6-(propan-2-yl)-4H-1-benzopyran-2-carboxamide